N[C@@H]1CN(CC[C@H]1F)C=1N(C=2C(=NC=C(C2)C(F)(F)F)N1)CC1=NC=C(C#N)C=C1 6-((2-((3R,4R)-3-amino-4-fluoropiperidin-1-yl)-6-(trifluoromethyl)-1H-imidazo[4,5-b]pyridin-1-yl)methyl)nicotinonitrile